[(2R,5S)-4-[(4-methoxyphenyl)methyl]-5-(propan-2-yl)morpholin-2-yl]methanol COC1=CC=C(C=C1)CN1C[C@@H](OC[C@@H]1C(C)C)CO